1-(5-(aminomethyl)thiophen-2-yl)-2-((2-(trifluoromethyl)pyrido[3,2-d]pyrimidin-4-yl)thio)ethan-1-one hydrochloride Cl.NCC1=CC=C(S1)C(CSC=1C2=C(N=C(N1)C(F)(F)F)C=CC=N2)=O